Cl.N1=CN=C(C2=C1NC=C2)NC2=CC(=C1C(NC3(N(N1C2=O)C)CCC3)=O)Cl 7'-((7H-pyrrolo[2,3-d]pyrimidin-4-yl)amino)-5'-chloro-1'-methyl-spiro[cyclobutane-1,2'-pyrido[2,1-f][1,2,4]triazine]-4',8'(1'H,3'H)-dione hydrochloride